6-(1-(3-(1H-1,2,3-triazol-1-yl)propanoyl)-1,2,5,6-tetrahydropyridin-3-yl)-7-fluoro-4-(2-methoxypyridin-3-yl)-1H-indole-2-carboxylic acid N1(N=NC=C1)CCC(=O)N1CC(=CCC1)C1=CC(=C2C=C(NC2=C1F)C(=O)O)C=1C(=NC=CC1)OC